[I-].O=C(CCCCC[N+]1=C2C=C(C=CC2=C2C=CC(=CC2=C1C1=CC=CC=C1)N)N)NCCCOCCOCCOCCCNC(CCCCC[N+]1=C2C=C(C=CC2=C2C=CC(=CC2=C1C1=CC=CC=C1)N)N)=O.[I-] 5,5'-(6,22-dioxo-11,14,17-trioxa-7,21-di-azaheptacosane-1,27-diyl)bis(3,8-diamino-6-phenylphenanthridin-5-ium) iodide